5-(1-carbamimidoyl-1,2,3,6-tetrahydro-pyridin-4-yl)-thiophene-2-carboxylic acid [4-(3-guanidino-propyl)-phenyl]-amide trifluoroacetate FC(C(=O)O)(F)F.N(C(=N)N)CCCC1=CC=C(C=C1)NC(=O)C=1SC(=CC1)C=1CCN(CC1)C(N)=N